2,6-di-tert-butyl-4-(3-phenylallylidene)cyclohexa-2,5-dienone C(C)(C)(C)C=1C(C(=CC(C1)=CC=CC1=CC=CC=C1)C(C)(C)C)=O